N-Cyclopentyl-2-(3-(5-(Cyclopentylcarbamoyl)-1-(3-Hydroxypropyl)-1H-Pyrazol-3-Yl)Phenyl)Oxazole-5-Carboxamide C1(CCCC1)NC(=O)C1=CN=C(O1)C1=CC(=CC=C1)C1=NN(C(=C1)C(NC1CCCC1)=O)CCCO